N-[[(1S,3R)-3-[[6-(dimethylcarbamoyl)-1,3-benzothiazol-2-yl]amino]cyclopentyl]methyl]-3-methyl-isoxazole-5-carboxamide CN(C(=O)C1=CC2=C(N=C(S2)N[C@H]2C[C@H](CC2)CNC(=O)C2=CC(=NO2)C)C=C1)C